C1([C@H](O)[C@H](O)[C@@H](O)[C@@H](O1)C)O[C@@H](C=O)[C@@H](O[C@H]1[C@H](O)[C@@H](O)[C@H](O)[C@H](O1)CO)[C@@H](O)[C@H](O)CO L-rhamnopyranosyl-(1→2)-[β-D-glucopyranosyl-(1→3)]-D-galactose